C(=C)C[Si](OCC)(C)C vinyltrimethyl-(ethoxy)silane